C12COCC(CN(C1)C=1SC3=C(N1)C=CC(=C3C(=O)N[C@H]3[C@H](CCC3)C(NC3=CC(=C(C=C3)F)C(F)(F)F)=O)OC)C2 2-(3-Oxa-7-azabicyclo[3.3.1]nonan-7-yl)-N-((1R,2S)-2-((4-fluoro-3-(trifluoromethyl)phenyl)carbamoyl)cyclopentyl)-6-methoxybenzo[d]thiazole-7-carboxamide